[Cl-].ClC1=C(NC(=C1Cl)C)C(=O)NC1=C(C=C(C=C1)C=1OC(NN1)=O)NC1CC[NH2+]CC1 4-((2-(3,4-dichloro-5-methyl-1H-pyrrole-2-carboxamido)-5-(5-oxo-4,5-dihydro-1,3,4-oxadiazol-2-yl)phenyl)amino)piperidin-1-ium chloride